(1-ethylcyclopentadienyl)(1,3-cyclohexadiene) iridium [Ir].C(C)C1(C=CC=C1)C1=CC=CCC1